C1(=CC=CC=C1)C(C)(C1=CC=C(C=C1)O)C1=CC=C(C=C1)O 1-phenyl-1,1-bis(4'-hydroxyphenyl)ethane